nickel-cobalt manganese oxide lithium [Li+].[O-2].[Mn+2].[Co+2].[Ni+2]